CC1(CC=2C(=NC=CC2)C1=O)C 6,6-dimethyl-5H-cyclopenta[b]pyridin-7(6H)-one